C1(=CC=CC=C1)C1OC2(OC1C1=CC=CC=C1)C1CC3CC(CC2C3)(C1)C(=O)O 4',5'-diphenylspiro[adamantane-2,2'-[1,3]dioxolane]-5-carboxylic acid